N-(2-(1-(7-methoxyquinazolin-4-yl)piperidin-4-yl)ethyl)sulfamide COC1=CC=C2C(=NC=NC2=C1)N1CCC(CC1)CCNS(=O)(=O)N